C(C)(C)(C)N(C(O)=O)CC#C tert-butyl-prop-2-yn-1-yl-carbamic acid